N-[6-[[6-fluoro-2-pyridinyl]amino]-1,3-benzothiazol-2-yl]carbamic acid tert-butyl ester C(C)(C)(C)OC(NC=1SC2=C(N1)C=CC(=C2)NC2=NC(=CC=C2)F)=O